ClC=1C(=C(NC2=NC=NC3=CC(=C(C=C23)NC(\C=C\CO)=O)C#C[C@@]23CN(C[C@H]3C2)C)C=CC1)F (E)-N-[4-(3-chloro-2-fluoro-anilino)-7-[2-[(1R,5S)-3-methyl-3-azabicyclo[3.1.0]hexan-1-yl]ethynyl]quinazolin-6-yl]-4-hydroxy-but-2-enamide